7H-pyrrolo-[2,3-d]Pyrimidine N1=CN=CC2=C1NC=C2